O=C1NC(CCC1N1C(C2=CC=CC(=C2C1=O)NC1=C(C=C2CCC(N(C2=C1)C)=O)C=1C=NN(C1)C)=O)=O 2-(2,6-dioxopiperidin-3-yl)-4-((1-methyl-6-(1-methyl-1H-pyrazol-4-yl)-2-oxo-1,2,3,4-tetrahydroquinolin-7-yl)amino)isoindoline-1,3-dione